tert-butyl (6-chloro-4-formylpyridin-3-yl)carbamate ClC1=CC(=C(C=N1)NC(OC(C)(C)C)=O)C=O